Methyl 5-[[2-fluoro-5-(1-methylpyrazol-3-yl)-4-(trifluoromethyl)benzoyl]amino]-4-(2-pyridyl)pyridine-3-carboxylate FC1=C(C(=O)NC=2C(=C(C=NC2)C(=O)OC)C2=NC=CC=C2)C=C(C(=C1)C(F)(F)F)C1=NN(C=C1)C